FC=1C=C(C=C(C1)F)C1=NO[C@](C1)(C(=O)N[C@@H]1C[C@@H](OC1)C(=O)OC)C=C Methyl (2R,4R)-4-[[(5S)-3-(3,5-difluorophenyl)-5-vinyl-4H-isoxazole-5-carbonyl]-amino]tetra-hydrofuran-2-carboxylate